O=C(CCC(=O)OC1=C(C=CC=C1C(C)C)C(C)C)NCCN1CCCC1 2,6-diisopropylphenyl 4-oxo-4-((2-(pyrrolidin-1-yl)ethyl)amino)butanoate